4-(4-fluorobenzoyl)piperidine hydrochloride Cl.FC1=CC=C(C(=O)C2CCNCC2)C=C1